Cl.C1(CCCC1)C1=CC(=C(C(=C1)F)NC(C1=C(C=CC(=C1)[N+](=O)[O-])SC1=NN=CN1CCNC)=O)F N-(4-cyclopentyl-2,6-difluorophenyl)-2-({4-[2-(methylamino)ethyl]-4H-1,2,4-triazol-3-yl}sulfanyl)-5-nitrobenzamide hydrochloride